ClC1=C2CCC(C2=CC(=C1)Cl)C(NO)=N 4,6-dichloro-N-hydroxy-2,3-dihydro-1H-indene-1-carboximidamide